C1(=CC=CC=C1)C1=NN(C2=NC=C(C=C21)C2=CC=C(C=C2)O)COCC[Si](C)(C)C 4-(3-phenyl-1-((2-(trimethylsilyl)ethoxy)methyl)-1H-pyrazolo[3,4-b]pyridin-5-yl)phenol